3-methacrylamido-3-methylbutanesulfonic acid C(C(=C)C)(=O)NC(CCS(=O)(=O)O)(C)C